6-(3'-fluorobiphenyl-2-yloxy)-N-methyl-3-nitropyridin-2-amine FC=1C=C(C=CC1)C1=C(C=CC=C1)OC1=CC=C(C(=N1)NC)[N+](=O)[O-]